tert-butyl 3-[6-(2-methoxy-4,6-dimethyl-phenyl)-8-vinyl-pyrido[2,3-b]pyrazin-3-yl]piperidine-1-carboxylate COC1=C(C(=CC(=C1)C)C)C=1C=C(C=2C(=NC(=CN2)C2CN(CCC2)C(=O)OC(C)(C)C)N1)C=C